Aminononaethylene glycol monomethyl ether COC(COCCOCCOCCOCCOCCOCCOCCOCCO)N